N-ethyl-N-(5-fluoro-2-((4-(7-((tetrahydro-2H-pyran-4-yl)methyl)-2,7-diazaspiro[3.5]nonan-2-yl)pyrimidin-5-yl)oxy)phenyl)isobutyramide C(C)N(C(C(C)C)=O)C1=C(C=CC(=C1)F)OC=1C(=NC=NC1)N1CC2(C1)CCN(CC2)CC2CCOCC2